CCCCCC1C(O1)C/C=C\\C/C=C\\C/C=C\\CCCC(=O)NCCO The molecule is an N-(polyunsaturated fatty acyl)ethanolamine obtained by formal epoxidation across the 14,15-double bond of anandamide. It has a role as a human xenobiotic metabolite. It is a N-(long-chain-acyl)ethanolamine, a N-(polyunsaturated fatty acyl)ethanolamine, an endocannabinoid and an epoxide. It derives from an anandamide and a 14,15-EET.